BrCC1=CC=NC=C1 4-(bromomethyl)pyridine